ClC(CCl)(Cl)C1=NC(=NC(=N1)C(Cl)(Cl)Cl)C(Cl)(Cl)Cl 2-(α,α,β-trichloroethyl)-4,6-bis(trichloromethyl)-s-triazine